4-(4,6-bis(4-chlorophenyl)-1,3,5-triazin-2-yl)-3-hydroxyphenyl acrylate C(C=C)(=O)OC1=CC(=C(C=C1)C1=NC(=NC(=N1)C1=CC=C(C=C1)Cl)C1=CC=C(C=C1)Cl)O